[C@@H]12N(C[C@@H](NC1)CC2)C=2C=CC=1N=CN=C(C1N2)NC2=C(C(=C(C=C2)OCC2(CC2)F)F)F 6-[(1S,4S)-2,5-Diazabicyclo[2.2.2]octan-2-yl]-N-[2,3-difluoro-4-[(1-fluorocyclopropyl)methoxy]phenyl]pyrido[3,2-d]pyrimidin-4-amine